tert-butyl (2R,4S)-2-(((tertbutyldimethylsilyl)oxy)methyl)-4-(methylamino)piperidine-1-carboxylate C(C)(C)(C)[Si](OC[C@@H]1N(CC[C@@H](C1)NC)C(=O)OC(C)(C)C)(C)C